(E)-3-(4-chlorophenyl)-1-(3-hydroxy-2,3-dihydrobenzofuran-2-yl)prop-2-en-1-one ClC1=CC=C(C=C1)/C=C/C(=O)C1OC2=C(C1O)C=CC=C2